N1(CCCC1)C(=O)C1CCCC2=CC=CC=C12 Pyrrolidin-1-yl(1,2,3,4-tetrahydronaphthalen-1-yl)methanone